3β-acetoxy-5α-hydroxy-6β-(4-aminobutylamino)-campestane C(C)(=O)O[C@@H]1C[C@@]2([C@@H](C[C@H]3[C@@H]4CC[C@H]([C@@H](CC[C@H](C(C)C)C)C)[C@]4(CC[C@@H]3[C@]2(CC1)C)C)NCCCCN)O